((R)-(3-chloro-2-pyridyl)-(1-fluorocyclobutyl)methyl)-2-(2,6-dioxo-3-piperidyl)-1-oxo-isoindoline-5-carboxamide ClC=1C(=NC=CC1)[C@H](C1(CCC1)F)C1N(C(C2=CC=C(C=C12)C(=O)N)=O)C1C(NC(CC1)=O)=O